C1(CC1)C1=C(C=C(CC[C@@]2(CN(CCC2)C2=CC(=C(C(=C2)F)S(=O)(=O)NC2=NC=NC=C2)F)N(C)C)C=C1)C(F)(F)F (R)-4-(3-(4-Cyclopropyl-3-(trifluoromethyl)phenethyl)-3-(dimethylamino)piperidin-1-yl)-2,6-difluoro-N-(pyrimidin-4-yl)benzenesulfonamide